NCC1=C(C(=O)O)C=CC=C1.OC(=O)CCCC[C@@H]1SC[C@@H]2NC(=O)N[C@H]12 biotin aminomethylbenzoate